CS(=O)(=O)OC(C([2H])[2H])C propan-1,1-d2-2-ol methanesulfonate